ClC=1C=CC2=C(CC3CCC2N3C(=O)NC3=CC(=C(C=C3)C(F)(F)F)Cl)C1 (±)-2-Chloro-N-(3-chloro-4-(trifluoromethyl)phenyl)-6,7,8,9-tetrahydro-5H-5,8-epiminobenzo[7]annulene-10-carboxamide